(Z)-tert-butyl (2-(4-(2-cyclobutyl-1-(1-(tetrahydro-2H-pyran-2-yl)-1H-indazol-5-yl)-2-(4,4,5,5-tetramethyl-1,3,2-dioxaborolan-2-yl)vinyl)phenoxy)ethyl)carbamate C1(CCC1)\C(=C(/C=1C=C2C=NN(C2=CC1)C1OCCCC1)\C1=CC=C(OCCNC(OC(C)(C)C)=O)C=C1)\B1OC(C(O1)(C)C)(C)C